(2-methyl-5-bromobenzyl)-5-(4-fluorophenyl)thiophene CC1=C(CC=2SC(=CC2)C2=CC=C(C=C2)F)C=C(C=C1)Br